4-((1-(1-(2-acryloyl-2-azaspiro[3.3]heptan-6-yl)-4-(5,6-dichloro-1H-indazol-4-yl)-5-methyl-1H-pyrazol-3-yl)-2,2-dimethylpiperidin-4-yl)methyl)-1-methylpiperazin-2-one C(C=C)(=O)N1CC2(C1)CC(C2)N2N=C(C(=C2C)C2=C1C=NNC1=CC(=C2Cl)Cl)N2C(CC(CC2)CN2CC(N(CC2)C)=O)(C)C